BrC1=CC2=C(NC3=C(O2)C=C(C(=C3)C)Br)N=C1 3,7-dibromo-8-methyl-10H-benzo[b]pyrido[2,3-e][1,4]oxazine